N-(4-(ethylsulfonyl)benzyl)-7-isopropoxy-10H-phenothiazine-2-carboxamide C(C)S(=O)(=O)C1=CC=C(CNC(=O)C2=CC=3NC4=CC=C(C=C4SC3C=C2)OC(C)C)C=C1